1-(4-methoxyphenyl)-3-trifluoromethyl-6-methoxyazulene COC1=CC=C(C=C1)C1=CC(=C2C=CC(=CC=C12)OC)C(F)(F)F